CC=1SC=C(N1)C(=O)OC1CN(C1)C=1N=C(C2=C(N1)CC[S+]2[O-])N(C2CCOCC2)C [1-[4-[methyl(tetra-hydropyran-4-yl)amino]-5-oxido-6,7-dihydro-thieno[3,2-d]pyrimidin-5-ium-2-yl]azetidin-3-yl] 2-methylthiazole-4-carboxylate